N(ε)-benzyloxycarbonyl-L-lysine tert-butyl ester hydrochloride Cl.C(C)(C)(C)OC([C@@H](N)CCCCNC(=O)OCC1=CC=CC=C1)=O